ClC1=CC(=NC=C1)N1N=CC(=C1)S(=O)(=O)NC=1C=CC=C2C=NN(C12)CC 1-(4-CHLOROPYRIDIN-2-YL)-N-(1-ETHYL-1H-INDAZOL-7-YL)-1H-PYRAZOLE-4-SULFONAMIDE